C(C)OC(=O)C1=CC2=CC=CC(=C2C=C1)C#C[Si](C(C)C)(C(C)C)C(C)C 5-{[tris(prop-2-yl)silyl]ethynyl}naphthalene-2-carboxylic acid ethyl ester